OC1C=2N(CCC1)N=C(C2)C(=O)NC=2C(=C(C=CC2)C2=C(C(=CC=C2)NC(C2=NC=C(C=C2)CNCCO)=O)C)C 4-hydroxy-N-(3'-(5-(((2-hydroxyethyl)amino)methyl)picolinamido)-2,2'-dimethyl-[1,1'-biphenyl]-3-yl)-4,5,6,7-tetrahydropyrazolo[1,5-a]pyridine-2-carboxamide